CN1N=C(C(=C1C)O)C1=CC(=CC=C1)SC 1,5-Dimethyl-3-(3-(methylthio)phenyl)-pyrazol-4-ol